2-(2,6-dioxopiperidin-3-yl)-1-oxoiso-octanol O=C1NC(CCC1C(C(O)=O)CCCC(C)C)=O